FC1=C(C=CC=C1F)C(C)(C)C1(NC(=NC(=N1)C=1C=CC=2N(C1)C=NC2)N)N 4-[1-(2,3-difluorophenyl)-1-methyl-ethyl]-6-imidazo[1,5-a]pyridin-6-yl-1,3,5-triazine-2,4-diamine